Cl.N[C@@H](C(=O)N1CCOCC1)C (2R)-2-amino-1-(morpholin-4-yl)propan-1-one-hydrochloride